NCCS(=O)(=O)[O-].NCCS(=O)(=O)[O-].[Na+].[Na+] Sodium Ditaurinate